C1(C=CCCC1)NC(COC1=CC=C2C=CC(=CC2=C1)C(CC(=O)O)C1=CC2=C(OC(O2)(F)F)C=C1C)=O 3-(7-(2-(cyclohex-2-en-1-ylamino)-2-oxoethoxy)naphthalen-2-yl)-3-(2,2-difluoro-6-methylbenzo[d][1,3]dioxol-5-yl)propanoic acid